4-(benzo[d][1,3]dioxol-5-yl(4-(trifluoromethyl)phenyl)amino)piperidine-1-carboxylate O1COC2=C1C=CC(=C2)N(C2CCN(CC2)C(=O)[O-])C2=CC=C(C=C2)C(F)(F)F